FC(CCC(=O)OC)(CCCN(C)CC1(CC1)CO)F methyl 4,4-difluoro-7-(((1-(hydroxymethyl)cyclopropyl)methyl)(methyl)amino)heptanoate